ClC=1C=C2C(=NC1)[C@]1([C@@](O2)([C@@H]([C@H](C1=O)C(=O)OC)C1=CC=CC=C1)C1=CC=C(C=C1)C(F)F)O methyl (5aR,6S,7R,8aR)-3-chloro-5a-(4-(difluoromethyl)phenyl)-8a-hydroxy-8-oxo-6-phenyl-5a,7,8,8a-tetrahydro-6H-cyclopenta[4,5]furo[3,2-b]pyridine-7-carboxylate